C(C)(C)(C)OC(=O)N1[C@@H]2COC[C@H]1[C@@H]([C@@H](C2)NC)F |r| rac-(1S,5S,6R,7R)-6-fluoro-7-(methylamino)-3-oxa-9-azabicyclo[3.3.1]nonane-9-carboxylic acid tert-butyl ester